4-Hydrazinyl-5-(2-methyl-6-(trifluoromethyl)pyridin-4-yl)-6-phenylpyrimidin-2-amine N(N)C1=NC(=NC(=C1C1=CC(=NC(=C1)C(F)(F)F)C)C1=CC=CC=C1)N